5-(5-((4'-chloro-5,5-dimethyl-3,4,5,6-tetrahydro-[1,1'-biphenyl]-2-yl)methyl)-2,5-diazabicyclo[2.2.2]octan-2-yl)-2-(2,6-dioxopiperidin-3-yl)-6-fluoroisoindoline-1,3-dione ClC1=CC=C(C=C1)C1=C(CCC(C1)(C)C)CN1C2CN(C(C1)CC2)C=2C=C1C(N(C(C1=CC2F)=O)C2C(NC(CC2)=O)=O)=O